2-{[5-(difluoromethyl)thiophen-2-yl]sulfanyl}-1-(1,3-dihydro-2H-isoindol-2-yl)ethanone FC(C1=CC=C(S1)SCC(=O)N1CC2=CC=CC=C2C1)F